O1N=C(C=C1)N1C[C@@H](CCC1)N(C(OC(C)(C)C)=O)C tert-butyl (R)-(1-(isoxazol-3-yl)piperidin-3-yl)(methyl)carbamate